(cis-3-methyl-6-azabicyclo[3.1.1]hept-6-yl)(pyridin-2-yl)methanone CC1CC2N(C(C1)C2)C(=O)C2=NC=CC=C2